BrCCCC(=O)OCCC propyl 4-bromobutanoate